3-(4-methoxyphenyl)-N-(1-hydroxy-3-phenylpropan-2-yl)acrylamide COC1=CC=C(C=C1)C=CC(=O)NC(CO)CC1=CC=CC=C1